(Z)-9-hexadecenoic acid-2-hexadecyl ester CC(CCCCCCCCCCCCCC)OC(CCCCCCC\C=C/CCCCCC)=O